C(C)OC=1C=CC(=NC1)NC1=NC(=NO1)C1=NC=CC=C1F N-(5-ethoxypyridin-2-yl)-3-(3-fluoropyridin-2-yl)-1,2,4-oxadiazol-5-amine